C[C@H]1CN(C[C@@H](O1)C=1C=NNC1C)C1=NC=NC(=C1)C1=CN=C2N1N=C(C=C2)C(F)(F)F (2S,6S)-2-methyl-6-(5-methyl-1H-pyrazol-4-yl)-4-(6-(6-(trifluoromethyl)imidazo[1,2-b]pyridazin-3-yl)pyrimidin-4-yl)morpholine